cyclohexene-1,2-diamine C1(=C(CCCC1)N)N